ClC=1N=NC(=C(N1)N1CC2(CN(C2)C(C(C)C)CCCN(C)CCOC)CC1)OC1=C(C(=O)N(C(C)C)CC)C=C(C=C1)F (3-chloro-5-(2-(6-((2-methoxyethyl)(methyl)amino)-2-methylhex-3-yl)-2,6-diazaspiro[3.4]oct-6-yl)-1,2,4-triazin-6-yl)oxy-N-ethyl-5-fluoro-N-isopropylbenzamide